FC1=CC=C(C(=C1)F)C=1C(=NC=CC1)C1=CC=C(C=C1F)F bis[4,6-difluorophenyl]-pyridine